The molecule is a lipoate that is the conjugate base of (R)-lipoic acid, obtained by deprotonation of the carboxy group; major species at pH 7.3. It has a role as a cofactor. It is a conjugate base of a (R)-lipoic acid. C1CSS[C@@H]1CCCCC(=O)[O-]